[Cl-].C[N+]1(C=CC=C1)C 1,1-dimethyl-pyrrolium chloride